3-(4-(5-(4-(benzisoxazol-3-yl)piperazin-1-yl)pentyl)-1-oxoisoindolin-2-yl)piperidine-2,6-dione O1N=C(C2=C1C=CC=C2)N2CCN(CC2)CCCCCC2=C1CN(C(C1=CC=C2)=O)C2C(NC(CC2)=O)=O